2-(4-bromo-2,6-dichloro-phenoxy)-5-methoxy-4-methylsulfanyl-pyridine BrC1=CC(=C(OC2=NC=C(C(=C2)SC)OC)C(=C1)Cl)Cl